2-[3-[2-(8-chloro-7-fluoro-4-oxo-chroman-2-yl)-5-(trifluoromethyl)phenoxy]propoxy]acetic acid ClC=1C(=CC=C2C(CC(OC12)C1=C(OCCCOCC(=O)O)C=C(C=C1)C(F)(F)F)=O)F